2-Hydroxymethylacrylat OCC(C(=O)[O-])=C